Potassium-Potassium [K].[K]